C(CCCC1=NC(=NC(=N1)N)N)C1=NC(=NC(=N1)N)N 6,6'-(1,4-butanediyl)bis-1,3,5-triazine-2,4-diamine